C(C)(C)(C)C1=CN=C(O1)CSC1=CN=C(S1)NC(=O)C1CCN(CC1)CCCC=1C=C2CCNC(C2=CC1)C N-(5-(((5-(tert-butyl)oxazol-2-yl)methyl)thio)thiazol-2-yl)-1-(3-(1-methyl-1,2,3,4-tetrahydroisoquinolin-6-yl)propyl)piperidine-4-carboxamide